1-(4-(Chloromethyl)-5-fluoropyridin-2-yl)dihydropyrimidine-2,4(1H,3H)-dione ClCC1=CC(=NC=C1F)N1C(NC(CC1)=O)=O